C(CCCCC)(N)N.C(CCCCCCCCCCC(=O)O)(=O)O dodecandioic acid hexanediamine salt